C(C)[C@H]1N(C[C@@H](NC1)CC)C(C)C1=C(C=C(C=C1)F)C(F)(F)F (2R,5S)-2,5-diethyl-1-(1-(4-fluoro-2-(trifluoromethyl)phenyl)ethyl)piperazine